((3R)-4-amino-3-methyl-1,3-dihydrofuro[3,4-c]quinolin-8-yl)((3R,5S)-3-(2-fluoro-4-(trifluoromethoxy)phenyl)-5-methyl-4-morpholinyl)methanone NC1=NC=2C=CC(=CC2C2=C1[C@H](OC2)C)C(=O)N2[C@@H](COC[C@@H]2C)C2=C(C=C(C=C2)OC(F)(F)F)F